N-[(1S)-1-(2,4-difluorophenyl)ethyl]-2-{5-fluoro-2-oxo-1H,4H-pyrido[3,4-d]pyrimidin-3-yl}acetamide FC1=C(C=CC(=C1)F)[C@H](C)NC(CN1C(NC2=C(C1)C(=CN=C2)F)=O)=O